3-(5-(5-fluoroindoline-1-carbonyl)-1-oxoisoindolin-2-yl)piperidine-2,6-dione FC=1C=C2CCN(C2=CC1)C(=O)C=1C=C2CN(C(C2=CC1)=O)C1C(NC(CC1)=O)=O